C(C)(C)(C)OC(=O)N1[C@@H](CC2(CC2)CC1)C(=O)O (S)-6-(tert-butoxycarbonyl)-6-azaspiro[2.5]octane-5-carboxylic acid